C(#N)C1N(CSC1)C(CNC(=O)C1=CC=NC2=CC=C(C=C12)C1=CC=C(C=C1)OCCCOC)=O N-(2-(4-cyanothiazolidin-3-yl)-2-oxoethyl)-6-(4-(3-methoxy-propoxy)-phenyl)quinoline-4-carboxamide